NN(C1=CC=CC=C1)C(=O)O aminocarboxyl-aniline